(3R)-3-[(1S)-1-[(3-aminophenyl)methyl]-2-tert-butoxy-2-oxoethyl]pyrrolidine-1-carboxylic acid tert-butyl ester C(C)(C)(C)OC(=O)N1C[C@H](CC1)[C@@H](C(=O)OC(C)(C)C)CC1=CC(=CC=C1)N